NC[C@@H]1C[C@H](C1)N1N=C(C(=C1)C1=CC=2C(C=N1)=CN(N2)C2CC(C2)O)C2CC2 3-(6-(1-(trans-3-(aminomethyl)cyclobutyl)-3-cyclopropyl-1H-pyrazol-4-yl)-2H-pyrazolo[4,3-c]pyridin-2-yl)cyclobutan-1-ol